gamma-(phenylamino)propyl-trimethoxysilane tert-butyl-2-cyano-4,4-difluoropyrrolidine-1-carboxylate C(C)(C)(C)OC(=O)N1C(CC(C1)(F)F)C#N.C1(=CC=CC=C1)NCCC[Si](OC)(OC)OC